COC(=O)C=1C=C(C=2N(C1)N=C(C2C)C2=CC=1C(=NC=CC1)N2CC2CC2)F Methyl-2-(1-(cyclopropylmethyl)-1H-pyrrolo[2,3-b]pyridin-2-yl)-4-fluoro-3-methylpyrazolo[1,5-a]pyridine-6-carboxylate